1-(1H-pyrrol-2-yl)ethanone tert-butyl-2-(4-(trifluoromethyl)phenyl)-6,7-dihydrothieno[3,2-c]pyridine-5(4H)-carboxylate C(C)(C)(C)OC(=O)N1CC2=C(CC1)SC(=C2)C2=CC=C(C=C2)C(F)(F)F.N2C(=CC=C2)C(C)=O